CC(C=COC(CC)CCCCC)CCCCCCCCC 3-methyl-1-(oct-3-yloxy)dodec-1-ene